S1C(=NC2=C1C=CC=C2)C=C(C(=O)N(C)C(CCC)C2=CC=C(C=C2)CCCN2CCC(CC2)CNC=2SC(=CN2)SCC=2OC(=CN2)C(C)(C)C)C#N 3-(benzo[d]thiazol-2-yl)-N-(1-(4-(3-(4-(((5-(((5-(tert-butyl)oxazol-2-yl)methyl)thio)thiazol-2-yl)amino)methyl)piperidin-1-yl)propyl)phenyl)butyl)-2-cyano-N-methylacrylamide